N,N-dimethyl-5-(1-(2-phenylimidazo[1,2-a]pyridine-3-carbonyl)piperidin-4-yl)pyrazine-2-carboxamide CN(C(=O)C1=NC=C(N=C1)C1CCN(CC1)C(=O)C1=C(N=C2N1C=CC=C2)C2=CC=CC=C2)C